1-(2-fluorophenyl)-6-oxo-pyridazine-3-carboxamide FC1=C(C=CC=C1)N1N=C(C=CC1=O)C(=O)N